CC(CNC1=NN=C(S1)C(=O)NC1CC2(C1)CC(C2)OC2=C(C=C1C(=N2)C(=C(S1)C)C)C(N)=O)C 5-[(2-methylpropyl)amino]-N-[(4s)-6-({6-carbamoyl-2,3-dimethylthieno[3,2-b]pyridin-5-yl}oxy)spiro[3.3]heptan-2-yl]-1,3,4-thiadiazole-2-carboxamide